p-methoxycinnamic acid COC1=CC=C(C=C1)/C=C/C(=O)O